N-(4-((2-oxo-2-(4-(trans-2-phenylcyclopropanecarbonyl)piperazin-1-yl)ethyl)thio)phenyl)formamide O=C(CSC1=CC=C(C=C1)NC=O)N1CCN(CC1)C(=O)[C@H]1[C@@H](C1)C1=CC=CC=C1